N1=C(C=CC=C1)CNCC1=CC=C(C=C1)CN(C1CCCC=2C=CC=NC12)CC1=NNC=C1 N-(2-pyridylmethyl)-N'-[3-pyrazolylmethyl]-N'-(5,6,7,8-tetrahydro-8-quinolinyl)-1,4-xylylenediamine